1-(trans-2-cyanocyclohexyl)-3-[(2-hydroxy-4-isopropyl-1,2-benzoxaborole-6-yl)amino]pyrazole-4-carboxamide C(#N)[C@H]1[C@@H](CCCC1)N1N=C(C(=C1)C(=O)N)NC1=CC2=C(CB(O2)O)C(=C1)C(C)C